8E,10Z-Hexadecadienal C(C=CC=CCCCCCCCCCCC)=O